indolo[2,1-b]quinazoline C=1C2=CN3C(N=C2C=CC1)=CC1=CC=CC=C13